ethylenebis(oxy-ethylene) C(COC=C)OC=C